C1=C(C(=NC(=N1)N)N)N triaminopyrimidine